4-(benzyl)quinoline C(C1=CC=CC=C1)C1=CC=NC2=CC=CC=C12